4-(3-methyl-4-(3,3,3-trifluoropropyl)piperazin-1-yl)-2-nitrobenzoic acid methyl ester COC(C1=C(C=C(C=C1)N1CC(N(CC1)CCC(F)(F)F)C)[N+](=O)[O-])=O